CC1=C(C(=O)O)C=CC(=C1)S(=O)(=O)C 2-Methyl-4-methylsulfonyl-benzoic acid